bis(2,4-di-tert-butylphenyl) disulfide C(C)(C)(C)C1=C(C=CC(=C1)C(C)(C)C)SSC1=C(C=C(C=C1)C(C)(C)C)C(C)(C)C